BrC1=NN(C(=C1)C(=O)Cl)C1=NC=CC=C1Cl 3-bromo-1-(3-chloropyridin-2-yl)-1H-pyrazole-5-carboxylic acid chloride